C1(=CC=C(C=C1)N1C=NC2=C1C=C(C=C2)B2OC(C(O2)(C)C)(C)C)C=2CCCCC2 1-(2',3',4',5'-tetrahydro-[1,1'-biphenyl]-4-yl)-6-(4,4,5,5-tetramethyl-1,3,2-dioxaborolan-2-yl)-1H-benzo[d]imidazole